tert-Butyl 4-[[7-(2,7-dimethylindazol-5-yl)-5-fluoro-1,2,4-benzotriazin-3-yl]-methyl-amino]piperidine-1-carboxylate CN1N=C2C(=CC(=CC2=C1)C1=CC2=C(N=C(N=N2)N(C2CCN(CC2)C(=O)OC(C)(C)C)C)C(=C1)F)C